3-oxocyclobutanone O-(4-(trifluoromethyl)benzoyl) oxime FC(C1=CC=C(C(=O)ON=C2CC(C2)=O)C=C1)(F)F